C(C)(=O)NCCS(=O)(=O)[O-].[Ca+2].BrCCCCOCOCC.C(C)(=O)NCCS(=O)(=O)[O-] 1-bromo-4-(ethoxymethoxy)butane calcium acetyltaurine salt